CN1C(N(C2=C1C=C(C=C2)C2CCC(CC2)OC2CCNCC2)C2C(NC(CC2)=O)=O)=O 3-[3-Methyl-2-oxo-5-[4-(4-piperidyloxy)cyclohexyl]benzimidazol-1-yl]piperidine-2,6-dione